FC1=C(CN2C(OCC=3C=NC=4N=C(C=CC4C32)OC)=O)C=CC(=C1)SCC1=CC=C(C=C1)OC 1-(2-fluoro-4-((4-methoxybenzyl)thio)benzyl)-8-methoxy-1,4-dihydro-2H-[1,3]oxazino[5,4-c][1,8]Naphthyridin-2-one